C(\C=C\CCCCCCCCC)(=O)O trans-2-dodecenoic acid